8-hydroxy-5-((1R)-1-hydroxy-2-(N-((1R)-2-(4-methoxyphenyl)-1-methylethyl)amino)ethyl)-carbostyril hydrochloride Cl.OC=1C=CC(=C2C=CC(NC12)=O)[C@H](CN[C@@H](CC1=CC=C(C=C1)OC)C)O